C(C)(=O)N1CC(CC1)C(NS(=O)C(C)(C)C)C1=C(C=C(C(=C1)Cl)Cl)OCC1=CC=C(C=C1)OC N-[(1-acetylpyrrolidin-3-yl)([4,5-dichloro-2-[(4-methoxyphenyl)methoxy]phenyl])methyl]-2-methylpropane-2-sulfinamide